5-bromo-3-fluoropyridin-carbonitrile BrC=1C=C(C(=NC1)C#N)F